C(#N)C=1C(=C(C(=O)NC2=CC=C3C=NN(C3=C2)C=2C=NN(C2)C)C=CC1)C(F)(F)F 3-Cyano-N-(1-(1-methyl-1H-pyrazol-4-yl)-1H-indazol-6-yl)-2-(trifluoromethyl)benzamide